C1(=CC=CC=C1)C1CCC=2N1N=C(N2)C(=O)N2CCCCC2 (5-phenyl-6,7-dihydro-5H-pyrrolo[1,2-b][1,2,4]triazol-2-yl)-(1-piperidinyl)methanone